4-methyl-5-(2-methyl-[1,4]diazepan-1-sulfonyl)isoquinolin CC1=CN=CC2=CC=CC(=C12)S(=O)(=O)N1C(CNCCC1)C